BrC=1C(=NC(=NC1)Cl)NC1=C(C2=C(CCO2)C=C1)N(S(=O)(=O)C)C N-(6-((5-bromo-2-chloropyrimidin-4-yl)amino)-2,3-dihydrobenzofuran-7-yl)-N-methylmethanesulfonamide